FC1=C(C=C(C=C1)F)[C@@H]1N(CCC1)C1=NC=2N(C=C1)N=CC2C(=O)N2C[C@@H](CC2)O (5-((R)-2-(2,5-difluorophenyl)pyrrolidin-1-yl)pyrazolo[1,5-a]pyrimidin-3-yl)((R)-3-hydroxypyrrolidin-1-yl)methanone